4-(4-fluoro-2-methylphenyl)-5-methyl-3-oxopyrazine-2-carboxamide FC1=CC(=C(C=C1)N1C(C(=NC=C1C)C(=O)N)=O)C